5-hydroxy-3-methyl-1-((2-(trimethylsilyl)ethoxy)methyl)-1H-benzo[d]imidazol-2(3H)-one OC1=CC2=C(N(C(N2C)=O)COCC[Si](C)(C)C)C=C1